N[C@@H](CC1=CC=C(C=C1)O)C 4-[(2R)-2-Aminopropyl]phenol